[Cu].[Ag].[Al] aluminum-silver-copper